N-benzyl-6-fluoro-5-methyl-1-(tetrahydro-2H-pyran-2-yl)-1H-indazol-4-amine C(C1=CC=CC=C1)NC=1C=2C=NN(C2C=C(C1C)F)C1OCCCC1